1-(6-(N-(5-chloro-6-(2,6-dimethylphenyl)pyridin-2-yl)sulfamoyl)pyridin-2-yl)piperidine-4-carboxylic acid methyl ester COC(=O)C1CCN(CC1)C1=NC(=CC=C1)S(NC1=NC(=C(C=C1)Cl)C1=C(C=CC=C1C)C)(=O)=O